(E)-N-(6'-bromospiro[cyclopropane-1,1'-inden]-3'(2'H)-ylidene)-2-methylpropane-2-sulfinamide BrC1=CC=C2\C(\CC3(C2=C1)CC3)=N\S(=O)C(C)(C)C